Cl.ClC=1C=C(C=CC1)C[C@@H]1NCC([C@@H]1NS(=O)(=O)C)(F)F N-{(2S,3R)-2-[(3-chlorophenyl)methyl]-4,4-difluoropyrrolidin-3-yl}methanesulfonamide hydrochloride